6-[4-[3-Fluoro-4-(5-hydroxypyridin-3-yl)benzoyl]piperazin-1-yl]-N-propylpyridazine-3-carboxamide FC=1C=C(C(=O)N2CCN(CC2)C2=CC=C(N=N2)C(=O)NCCC)C=CC1C=1C=NC=C(C1)O